(R)-3-Hydroxytetrahydrofuran O[C@H]1COCC1